(4-Methoxybenzylsulfonyl)-1-(5-(5-(trifluoromethyl)-1,2,4-oxadiazol-3-yl)pyridin-2-yl)ethan-1-on COC1=CC=C(CS(=O)(=O)CC(=O)C2=NC=C(C=C2)C2=NOC(=N2)C(F)(F)F)C=C1